C(CC)(=O)OC1=C(C=CC=C1)F 2-fluoro-phenyl propanoate